C(C)(=O)O.C(C)(=O)O.C1(CCC(C2=CC=CC=C12)=O)=O dihydronaphthoquinone diacetate